2,4-bis{4-[(3-(4-methylpiperazin-1-yl)propyl)aminomethyl]phenyl}-7-methyl-7H-pyrrolo[2,3-d]pyrimidine CN1CCN(CC1)CCCNCC1=CC=C(C=C1)C=1N=C(C2=C(N1)N(C=C2)C)C2=CC=C(C=C2)CNCCCN2CCN(CC2)C